(S)-1-(2-chloroacetyl)-7-(4-fluorobenzyl)-2-methyl-N-(((S)-tetrahydrofuran-3-yl)methyl)-2,3-dihydro-1H-pyrido[2,3-b][1,4]oxazine-6-carboxamide ClCC(=O)N1C2=C(OC[C@@H]1C)N=C(C(=C2)CC2=CC=C(C=C2)F)C(=O)NC[C@H]2COCC2